ClC1=CC=C(C=C1)S(=O)(=O)O 4-Chlorobenzenesulfonic acid